tert-butyl N-[(1S)-1-(5-cyano-6-methyl-3-pyridyl)-3-hydroxy-propyl]-N-hydroxy-carbamate C(#N)C=1C=C(C=NC1C)[C@H](CCO)N(C(OC(C)(C)C)=O)O